ethyl 5-amino-4-ethyl-1-((3-iodo-1-methyl-1H-pyrazol-4-yl)methyl)-1H-pyrazole-3-carboxylate NC1=C(C(=NN1CC=1C(=NN(C1)C)I)C(=O)OCC)CC